ClC1=CC=C2C=CN=C(C2=C1)NC1=CC(=NC=C1)C(=O)NCC=1C=CC2=C(CCO2)C1 4-((7-chloroisoquinolin-1-yl)amino)-N-((2,3-dihydrobenzofuran-5-yl)methyl)pyridinecarboxamide